FC=1C=CC2=C(N=C(O2)NC=2OC3=C(N2)C=C(C=C3)C(=O)NC)C1 2-((5-fluorobenzo[d]oxazol-2-yl)amino)-N-methylbenzo[d]oxazole-5-carboxamide